ClC1=C(C=CC=2C(=C3N(C12)CCN(C3)C(C(C)NC(COC)=O)=O)C=3C=NNC3)Cl N-(1-(6,7-Dichloro-10-(1H-pyrazol-4-yl)-3,4-dihydropyrazino[1,2-a]indol-2(1H)-yl)-1-oxopropan-2-yl)-2-methoxyacetamide